2-methoxy-3-(5-methyl-1,2,4-oxadiazol-3-yl)aniline COC1=C(N)C=CC=C1C1=NOC(=N1)C